C(#N)C1=C(C=CC2=C1O[C@H]1[C@H](N2)CN(CC1)C)/N=C/N(C)C (E)-N'-(trans-6-cyano-2-methyl-2,3,4,4a,10,10a-hexahydro-1H-benzo[b]pyrido[3,4-e][1,4]oxazin-7-yl)-N,N-dimethylformimidamide